O=C1NC(CCC1N1C(C2=CC=CC(=C2C1=O)NC1CCC(CC1)C=O)=O)=O 4-((2-(2,6-Dioxopiperidin-3-yl)-1,3-dioxoisoindol-4-yl)amino)cyclohexane-1-carbaldehyde